CC1(C(=[N+](C=2C=CC3=C(C12)C=CC=C3)CCCCS(=O)(=O)[O-])C)C 4-(1,1,2-trimethyl-1H-benzo[e]indolium-3-yl)butane-sulfonate